1-[(2,4-difluorophenyl)methyl]-5-[2-(3,5-dimethylpiperidin-1-yl)-2-oxoethyl]pyrrolidin-2-one FC1=C(C=CC(=C1)F)CN1C(CCC1CC(=O)N1CC(CC(C1)C)C)=O